O[C@@H]1[C@H](O)[C@@H]2[C@@H](O)[C@H](O1)CO2 3,6-anhydro-α-D-galactopyranose